1-({4-[(9,10-dioxo-9,10-dihydroanthracen-1-yl)amino]-6-phenyl-1,3,5-triazin-2-yl}amino)-9,10-dihydroanthracene-9,10-dione O=C1C2=CC=CC=C2C(C=2C=CC=C(C12)NC1=NC(=NC(=N1)C1=CC=CC=C1)NC1=CC=CC=2C(C3=CC=CC=C3C(C12)=O)=O)=O